1-[4-[4-(Hydroxymethyl)-1H-1,2,3-triazole-1-yl]phenyl]-3-(4-nitro-phenyl)-2-propene-1-one OCC=1N=NN(C1)C1=CC=C(C=C1)C(C=CC1=CC=C(C=C1)[N+](=O)[O-])=O